5-bromo-3-(6-chlorobenzo[d]oxazol-2-yl)-2-methylaniline BrC=1C=C(C(=C(N)C1)C)C=1OC2=C(N1)C=CC(=C2)Cl